FC=1C=C(C=CC1OC)C1=NOC(C1)CNC(C=C)=O N-((3-(3-fluoro-4-methoxyphenyl)-4,5-dihydroisoxazol-5-yl)methyl)acrylamide